ClC1=CC=C(COCC(=O)C2=CC(=C(C=C2)C2=NOC(=N2)C(F)(F)F)F)C=C1 2-((4-chlorobenzyl)oxy)-1-(3-fluoro-4-(5-(trifluoromethyl)-1,2,4-oxadiazol-3-yl)phenyl)ethan-1-one